4-fluoro-6,7-dihydro-5H-oxathiepine 2,2-dioxide FC1=CS(OCCC1)(=O)=O